FC1=C(C=C(C=C1)C=1N=C(NC1C=1C=CC=2N(C1)C=CN2)C)C 6-(4-(4-Fluoro-3-methylphenyl)-2-methyl-1H-imidazol-5-yl)imidazo[1,2-a]pyridine